1-(((1S,2R)-bicyclo[2.2.1]hept-5-en-2-yl)methyl) 8-(3-formyl-4-hydroxybenzyl) octanedioate C(CCCCCCC(=O)OCC1=CC(=C(C=C1)O)C=O)(=O)OC[C@H]1[C@@H]2C=CC(C1)C2